5-bromo-1-trityl-1H-indazol BrC=1C=C2C=NN(C2=CC1)C(C1=CC=CC=C1)(C1=CC=CC=C1)C1=CC=CC=C1